CS(=O)(=O)O.FC1=C(C=CC(=C1)F)[C@@](CN1N=CN=C1)([C@@H](C)O)O (2R,3R)-2-(2,4-difluorophenyl)-1-(1H-1,2,4-triazole-1-yl)-2,3-butanediol methanesulfonate